NN1C=NNC1 4-amino-1H-1,2,4-triazole